S1C(=CC=CC=CC=C1)C(=O)O Thioninic acid